C(CCCCCCCCCCCCCCCC)C[Si](OCC)(C)C heptadecyl-trimethyl-(ethoxysilane)